5-chloro-2,4-difluoro-N-(4-(3-(5-methylfuran-2-yl)imidazo[1,2-b]pyridazin-6-yl)phenyl)benzenesulfonamide ClC=1C(=CC(=C(C1)S(=O)(=O)NC1=CC=C(C=C1)C=1C=CC=2N(N1)C(=CN2)C=2OC(=CC2)C)F)F